5-(4-(2-hydroxyethyl)-piperazin-1-yl)pentanoate OCCN1CCN(CC1)CCCCC(=O)[O-]